2-bromo-N-(5-(morpholinomethyl)-2-(piperidin-1-yl)phenyl)thiazole-4-carboxamide BrC=1SC=C(N1)C(=O)NC1=C(C=CC(=C1)CN1CCOCC1)N1CCCCC1